tert-butyl (Z)-4-(4-methylstyryl)piperidine-1-carboxylate CC1=CC=C(\C=C/C2CCN(CC2)C(=O)OC(C)(C)C)C=C1